(3R*,4R*)-1-Cyclopropylmethyl-4-{[4-fluoro-5-(4-fluoro-phenyl)-isoxazole-3-carbonyl]-amino}-piperidine-3-carboxylic acid (1-pyrimidin-2-yl-cyclopropyl)-amide N1=C(N=CC=C1)C1(CC1)NC(=O)[C@@H]1CN(CC[C@H]1NC(=O)C1=NOC(=C1F)C1=CC=C(C=C1)F)CC1CC1 |o1:12,17|